CC1=CC(=NC=C1)NC=1SC=C(N1)C1=NC=CC(=C1)C1=CC=CC=C1 N-(4-methylpyridin-2-yl)-4-(4-phenylpyridin-2-yl)thiazol-2-amine